C(C1=CC=CC=C1)O[C@@H]1[C@H]([C@H](OC2=CC=C(C=C2)OC)O[C@@H]([C@H]1O)COCC1=CC=CC=C1)N1C(C2=CC=CC=C2C1=O)=O 4-Methoxyphenyl 3,6-di-O-benzyl-2-deoxy-2-(1,3-dioxo-1,3-dihydro-2H-isoindol-2-yl)-β-D-glucopyranoside